C(C)(C)(C)C1=CC=C(CCNC2=NC=CC(=C2)C=2C=C3C(=NNC3=CC2)N)C=C1 5-(2-((4-(tert-Butyl)phenethyl)amino)pyridin-4-yl)-1H-indazole-3-amine